(S)-4-((3-fluoropyridin-2-yl)thio)-6-(1-(1-(2-hydroxypropanoyl)piperidin-4-yl)-5-methyl-1H-pyrazol-4-yl)pyrazolo[1,5-a]pyridine FC=1C(=NC=CC1)SC=1C=2N(C=C(C1)C=1C=NN(C1C)C1CCN(CC1)C([C@H](C)O)=O)N=CC2